(R)-N-(4-(3-aminopyrrolidin-1-yl)-2-methyl-2H-indazol-5-yl)-1-(2,6-difluorophenyl)-6-oxo-1,6-dihydropyridazine-3-carboxamide N[C@H]1CN(CC1)C=1C2=CN(N=C2C=CC1NC(=O)C1=NN(C(C=C1)=O)C1=C(C=CC=C1F)F)C